(R)-2-(6-(pyrimidin-2-yl)-3,4-dihydroisoquinolin-2(1H)-yl)-4-((tetrahydro-2H-pyran-4-yl)amino)-6,7-dihydrothieno[3,2-d]pyrimidine 5-oxide N1=C(N=CC=C1)C=1C=C2CCN(CC2=CC1)C=1N=C(C2=C(N1)CC[S@]2=O)NC2CCOCC2